chloroacetyl-phenyl-triflimide ClCC(=O)C1=C(C=CC=C1)N(S(=O)(=O)C(F)(F)F)S(=O)(=O)C(F)(F)F